1,1'-bi(cyclopropan)-1-amine C1(CC1)(C1CC1)N